N-(4-cyclohexylbenzyl)-2-(phenylthio)acetamide C1(CCCCC1)C1=CC=C(CNC(CSC2=CC=CC=C2)=O)C=C1